[NH4+].CN(C1=CC=NC=C1)C 4-dimethylaminopyridine ammonium salt